FC=1C=C(C=C(C1)F)N1C=C(C2=C1N=CN=C2N2[C@H](CNCC2)C)C2=NC=CN=C2C (S)-7-(3,5-difluorophenyl)-4-(2-methylpiperazin-1-yl)-5-(3-methylpyrazin-2-yl)-7H-pyrrolo[2,3-d]pyrimidine